BrC1=C(C=C(C(=O)N2CC=3N(CC2)C(N(C3C(=O)N[C@@H](C(F)(F)F)C3=CC=CC=C3)C3=CC=C(C=C3)OC)=O)C=C1)Cl |r| 7-(4-bromo-3-chloro-benzoyl)-2-(4-methoxyphenyl)-3-oxo-N-[rac-(1R)-2,2,2-trifluoro-1-phenyl-ethyl]-6,8-dihydro-5H-imidazo[1,5-a]pyrazine-1-carboxamide